(R)-5-((2-methoxypyridin-4-yl)amino)-3-(4-(2-phenyl-pyrrolidine-1-carboxamido)phenyl)-1H-pyrazole-4-carboxamide COC1=NC=CC(=C1)NC1=C(C(=NN1)C1=CC=C(C=C1)NC(=O)N1[C@H](CCC1)C1=CC=CC=C1)C(=O)N